tert-butyl 2-bromo-5,8,9,10-tetrahydropyrido[3',2':4,5]pyrrolo[2,3-d]azepine-7(6H)-carboxylate BrC=1C=CC2=C(NC=3CCN(CCC32)C(=O)OC(C)(C)C)N1